[K].C(C(C)C)C1=CC(=C(C=N1)N1C(N(C2=C(SC=3N=CC=C1C32)C(=O)OC)C(=O)O)=O)C 5-(6-isobutyl-4-methylpyridin-3-yl)-2-(methoxycarbonyl)-4-oxo-4,5-dihydro-1-thia-3,5,8-triazaacenaphthylene-3-carboxylic acid potassium